C1(CC1)N(C1=CC(=C(C(=O)O)C(=C1)F)F)[C@@H](C(F)(F)F)CC (R)-4-(cyclopropyl(1,1,1-trifluorobutan-2-yl)amino)-2,6-difluorobenzoic acid